(S)-N-((3-bromo-2-(difluoromethoxy)pyridin-4-yl)methylene)-2-methylpropan-2-sulfinamide BrC=1C(=NC=CC1C=N[S@@](=O)C(C)(C)C)OC(F)F